C(C)(=O)N[C@@H](CC1=CC=C(C=C1)O)C(=O)O N-acetyl-tyrosine